(6R)-17-amino-6-hydroxy-12-[[2-methoxy-4-(trifluoromethoxy)phenyl]methyl]-6,15-bis(trifluoromethyl)-19-oxa-3,4,12,18-tetrazatricyclo[12.3.1.12,5]nonadeca-1(18),2,4,14,16-pentaen-13-one NC1=CC(=C2C(N(CCCCC[C@@](C3=NN=C(C1=N2)O3)(C(F)(F)F)O)CC3=C(C=C(C=C3)OC(F)(F)F)OC)=O)C(F)(F)F